NCC1(CCN(CC1)C=1C(NC(=CN1)C1=C(C(=CC=C1)Cl)Cl)=O)C 3-(4-(aminomethyl)-4-methylpiperidin-1-yl)-6-(2,3-dichlorophenyl)-pyrazin-2(1H)-one